COC(=O)C1(CC1)C#C 1-ethynylcyclopropane-1-carboxylic acid methyl ester